5-(1-(6-methylpyridin-2-yl)-1H-pyrazol-5-yl)pyrazolo[1,5-a]pyridine-3-carboxamide CC1=CC=CC(=N1)N1N=CC=C1C1=CC=2N(C=C1)N=CC2C(=O)N